N1,N1-dimethyl-N4-(6-(4,4,5,5-tetramethyl-1,3,2-dioxaborolan-2-yl)quinazolin-2-yl)cyclohexane-1,4-diamine CN(C1CCC(CC1)NC1=NC2=CC=C(C=C2C=N1)B1OC(C(O1)(C)C)(C)C)C